C(=O)C=1C=NC(=NC1)NCC(=O)O N-(5-FORMYLPYRIMIDIN-2-YL)GLYCINE